C(C)(C)(C)OC(=O)N1CC[C@@H](CCC1)N1CC2(CC2)CCC1 |r| Rac-4-(5-azaspiro[2.5]oct-5-yl)azepan-1-carboxylic acid tert-butyl ester